Cl.Cl.N(=NC=1NC=C(N1)CC(C)C)C=1NC=C(N1)CC(C)C 2,2'-azobis(2-methyl-propyl-imidazole) dihydrochloride